2-(isoindolin-2-ylmethyl)-5-(2-oxo-2-(4-toluenesulfonylpiperazin-1-yl)ethoxy)-4H-pyran-4-one C1N(CC2=CC=CC=C12)CC=1OC=C(C(C1)=O)OCC(N1CCN(CC1)S(=O)(=O)CC1=CC=CC=C1)=O